(tert-butyl)-N-(((2S,4R)-2-methyl-1-(6-(1-methyl-1H-pyrazol-4-yl)pyrazolo[1,5-a]pyrazin-4-yl)piperidin-4-yl)methyl)-1H-1,2,3-triazole-4-carboxamide C(C)(C)(C)N1N=NC(=C1)C(=O)NC[C@H]1C[C@@H](N(CC1)C=1C=2N(C=C(N1)C=1C=NN(C1)C)N=CC2)C